CN1N=C(C2=C(C=CC=C12)C)C#N 1,4-dimethyl-1H-indazole-3-carbonitrile